NC1=C(C(=NN1C(C)C)C1=CC(=C(C=C1)CC(NC1=NN(C(=C1)C(C(F)(F)F)(C)C)C)=O)F)C(=O)N 5-Amino-3-[3-fluoro-4-([[1-methyl-5-(1,1,1-trifluoro-2-methylpropan-2-yl)pyrazol-3-yl]carbamoyl]methyl)phenyl]-1-isopropylpyrazole-4-carboxamide